N-ethyl-3-(5-{1-[(2R)-2-hydroxypropyl]-5-(trifluoromethyl)-1H-pyrazol-4-yl}-4-(pyrimidin-4-yl)-1,2-oxazol-3-yl)-2-methoxybenzamide C(C)NC(C1=C(C(=CC=C1)C1=NOC(=C1C1=NC=NC=C1)C=1C=NN(C1C(F)(F)F)C[C@@H](C)O)OC)=O